BrC=1C=C2C(=C(N1)C)N(N=C2C2=CC1=C(C(=N2)N2CCOCC2)N=C(N1C)O)C1OCCCC1 6-(5-Bromo-7-methyl-1-(tetrahydro-2H-pyran-2-yl)-1H-pyrazolo[3,4-c]pyridin-3-yl)-1-methyl-4-morpholino-1H-imidazo[4,5-c]pyridin-2-ol